OC(CC(=O)OCCCCCC)CC(=O)OC(CCC1C(CCCC1C)(C)C)CCC 1-hexyl 5-(1-(2,2,6-trimethylcyclohexyl) hex-3-yl) 3-hydroxyglutarate